N-((R)-2-fluoro-3-hydroxy-3-methylbutyl)-7-(((1r,4R)-4-(2-hydroxypropan-2-yl)cyclohexyl)amino)-2-(pyridin-3-yl)pyrazolo[1,5-a]pyrimidine-6-carboxamide F[C@H](CNC(=O)C=1C=NC=2N(C1NC1CCC(CC1)C(C)(C)O)N=C(C2)C=2C=NC=CC2)C(C)(C)O